C(C1=CC=CC=C1)OC1=NC(=CC=C1NC1=NC=C(C=N1)C1CCN(CC1)C(=O)OC(C)(C)C)OCC1=CC=CC=C1 tert-butyl 4-[2-[(2,6-dibenzyloxy-3-pyridyl)amino]pyrimidin-5-yl]piperidine-1-carboxylate